O1C(COCC1)COC1=CC(=C(C(=N1)C#CC=1C=NC(=C(C1)F)OCC)CC)OCC1=CC=CC=C1 6-((1,4-Dioxan-2-yl)methoxy)-4-(benzyloxy)-2-((6-ethoxy-5-fluoropyridin-3-yl)ethynyl)-3-ethylpyridine